C(C)C1N(CCC(C1)C(=O)O)C(C1=CC=C(C=C1)NC(=O)NC12C[C@]3(C[C@](CC(C1)C3)(C2)C)C)=O ethyl-1-(4-{3-[(1r,3r,5s,7r)-3,5-dimethyladamantan-1-yl]ureido}benzoyl)piperidine-4-carboxylic acid